6-chloro-N-(3-chloro-2-fluoro-phenyl)pyrido[3,2-d]pyrimidin-4-amine ClC=1C=CC=2N=CN=C(C2N1)NC1=C(C(=CC=C1)Cl)F